[Na].[Na].C1(=CC=CC=C1)C1OOC1 phenyl-1,2-dioxetane-disodium salt